2-(5-bromo-2-methylbenzyl)-5-(4-fluorophenyl)thiophene BrC=1C=CC(=C(CC=2SC(=CC2)C2=CC=C(C=C2)F)C1)C